Dimethyl 3,3'-thiobis(2-((tert-butoxycarbonyl)amino)propanoate) S(CC(C(=O)OC)NC(=O)OC(C)(C)C)CC(C(=O)OC)NC(=O)OC(C)(C)C